C1(=CC=CC2=CC=CC=C12)C1=CC=C(C=C1)B(O)O [4-(1-naphthyl)phenyl]boronic acid